C(C)OC(=O)C=1N=CC=2CN(CCC2C1)C1=CC(=NC(=C1)N1C(CCC1)COC)F 7-(2-fluoro-6-(2-(methoxymethyl)pyrrolidin-1-yl)pyridin-4-yl)-5,6,7,8-tetrahydro-2,7-naphthyridine-3-carboxylic acid ethyl ester